BrC1=CC=2C3=C(C=NC2C=C1C)N(C(C31CCC1)=O)C 8'-Bromo-3',7'-dimethylspiro[cyclobutane-1,1'-pyrrolo[2,3-c]quinolin]-2'(3'H)-one